benzeneFormamide hydrogen fumarate C(\C=C\C(=O)O)(=O)O.C1(=CC=CC=C1)C(=O)N